2-[6-(trifluoromethyl)pyridin-3-yl]benzoic acid FC(C1=CC=C(C=N1)C1=C(C(=O)O)C=CC=C1)(F)F